C(CC)C1=CC=C(C=C1)C(CC(=O)O)C 3-(4-propylphenyl)butanoic acid